iron(0) dinitrogen [N].[N].[Fe]